4-amino-N-[2-[(1R,4S)-5-(difluoromethylene)-2-azabicyclo[2.2.2]oct-2-yl]-6,8-dihydro-5H-pyrano[3,4-b]pyridin-5-yl]-7-fluoro-N-methyl-imidazo[1,5-a]quinoxaline-8-carboxamide NC=1C=2N(C3=CC(=C(C=C3N1)F)C(=O)N(C)C1COCC3=NC(=CC=C31)N3[C@H]1CC([C@@H](C3)CC1)=C(F)F)C=NC2